2-((1H-benzo[d][1,2,3]triazol-5-yl)methyl)-3-((2-bromo-5-chlorothiazol-4-yl)methyl)isoindolin-1-one N1N=NC2=C1C=CC(=C2)CN2C(C1=CC=CC=C1C2CC=2N=C(SC2Cl)Br)=O